IC1=CN(C=2N=C(N(C(C21)=O)C)Cl)COCC[Si](C)(C)C 5-iodo-2-chloro-3-methyl-7-((2-(trimethylsilyl)ethoxy)methyl)-3,7-dihydro-4H-pyrrolo[2,3-d]pyrimidin-4-one